(S)-6-(3,3-difluoro-4-((2-(1-(trifluoromethyl)cyclopropyl)pyridin-4-yl)oxy)pyrrolidin-1-yl)-2',4'-dimethoxy-2-methyl-4,5'-bipyrimidine FC1(CN(C[C@@H]1OC1=CC(=NC=C1)C1(CC1)C(F)(F)F)C1=CC(=NC(=N1)C)C=1C(=NC(=NC1)OC)OC)F